C(C1=CC=CC=C1)C=1NC(=NN1)C(=O)NC1=NC=CC(=C1)C1=C(C=CC(=C1)OCCCC1(CCCC1)O)C 5-benzyl-N-(4-(5-(3-(1-hydroxycyclopentyl)propoxy)-2-methylphenyl)pyridin-2-yl)-4H-1,2,4-triazole-3-carboxamide